ClC1=CC(=C(C=C1)C=1C=C2CN(CC2=CC1)C(CN1N=C(N=C1)C#N)=O)F 1-(2-(5-(4-chloro-2-fluorophenyl)isoindolin-2-yl)-2-oxoethyl)-1H-1,2,4-triazole-3-carbonitrile